(2,3-Dihydrofuro[2,3-c]pyridin-5-yl)methanol O1CCC=2C1=CN=C(C2)CO